C(C)C1=NC(=NO1)C=1C=C2CC[C@H](C2=CC1)NC(=O)C1=NN(C=C1)CCOC (R)-N-(5-(5-ethyl-1,2,4-oxadiazol-3-yl)-2,3-dihydro-1H-inden-1-yl)-1-(2-methoxyethyl)-1H-pyrazole-3-carboxamide